5-bromo-1-isopropyl-2-(4-(trifluoromethyl)benzyl)-1H-benzo[d]imidazole BrC1=CC2=C(N(C(=N2)CC2=CC=C(C=C2)C(F)(F)F)C(C)C)C=C1